(3S)-oxolan-3-yl Methanesulfonate CS(=O)(=O)O[C@@H]1COCC1